FC=1C=C2CN(C(NC2=CC1)=O)CC1=CC(=CC=C1)F 6-fluoro-3-(3-fluorobenzyl)-3,4-dihydroquinazolin-2(1H)-one